1-bromo-9,10-bis(acetyloxy)anthracene BrC1=CC=CC2=C(C3=CC=CC=C3C(=C12)OC(C)=O)OC(C)=O